CN(C=O)C.[C] carbon dimethylformamide